2-(4-isopropyl-5-(8-methoxy-[1,2,4]triazolo[1,5-a]pyridin-6-yl)-1H-pyrazol-3-yl)-5-((2r,5s)-2,4,5-trimethylpiperazin-1-yl)thiazole C(C)(C)C=1C(=NNC1C=1C=C(C=2N(C1)N=CN2)OC)C=2SC(=CN2)N2[C@@H](CN([C@H](C2)C)C)C